NC=1SC(=CN1)C(=O)NC1=C(C=C(C(=C1)C(NC1=NC=C(C=C1)OC1CC1)=O)F)F 2-Amino-N-[5-[(5-cyclopropyloxypyridin-2-yl)carbamoyl]-2,4-difluorophenyl]-1,3-thiazole-5-carboxamide